N1-(2-(4-ethylpiperidin-1-yl)pyrimidin-5-yl)cyclohexane-1,4-diamine C(C)C1CCN(CC1)C1=NC=C(C=N1)NC1CCC(CC1)N